N1CC(CC2=NC=CC=C12)O 1,2,3,4-tetrahydro-1,5-naphthyridin-3-ol